BrC1=C(C(=C(C=C1)C=1N=NN(C1)[C@H]1[C@H]([C@H](O[C@@H]([C@@H]1OC)CN1N=NC(=C1)C1CCCC1)CO)O)F)F (2R,3R,4S,5R,6R)-4-(4-(4-bromo-2,3-difluorophenyl)-1H-1,2,3-triazol-1-yl)-6-((4-cyclopentyl-1H-1,2,3-triazol-1-yl)methyl)-2-(hydroxymethyl)-5-methoxytetrahydro-2H-pyran-3-ol